ClC1=CC=C(C=C1)[C@@]1(N(C(C2=CC(=CC(=C12)F)C(C)(C)O)=O)CC1=NC=C(C=C1)Cl)O[C@H]1COCC1 (3R)-3-(4-Chlorophenyl)-2-[(5-chloropyridin-2-yl)methyl]-4-fluoro-6-(2-hydroxypropan-2-yl)-3-[(3R)-oxolan-3-yloxy]-2,3-dihydro-1H-isoindol-1-on